Lithium 4-(dimethylamino)imidazo[1,5-a]quinoxaline-8-carboxylate CN(C=1C=2N(C3=CC(=CC=C3N1)C(=O)[O-])C=NC2)C.[Li+]